4-((2-((6-methylpyridin-3-yl)oxy)ethyl)(4-(5,6,7,8-tetrahydro-1,8-naphthyridin-2-yl)butyl)amino)-2-(quinazolin-4-ylamino)butanoic acid CC1=CC=C(C=N1)OCCN(CCC(C(=O)O)NC1=NC=NC2=CC=CC=C12)CCCCC1=NC=2NCCCC2C=C1